2-((Cyclopropylmethyl)amino)-8-(4-(difluoromethoxy)phenyl)pteridine-7(8H)-one C1(CC1)CNC1=NC=2N(C(C=NC2C=N1)=O)C1=CC=C(C=C1)OC(F)F